N-(3-(2'-(cyclopropylamino)-7'-oxo-5'H-spiro[cyclopropane-1,8'-pyrido[4,3-d]pyrimidine]-6'(7'H)-yl)-4-methylphenyl)-3,4-difluorobenzamide C1(CC1)NC=1N=CC2=C(N1)C1(C(N(C2)C=2C=C(C=CC2C)NC(C2=CC(=C(C=C2)F)F)=O)=O)CC1